[1-(2,3-dihydrobenzo[1,4]dioxin-2-ylmethyl)-3-fluoro-piperidin-3-yl]methanol O1C(COC2=C1C=CC=C2)CN2CC(CCC2)(F)CO